ClC=1C(=C(CN2[C@@H](C[C@@](CC2)(C(=O)O)CC2=NC(=C(C(=C2F)C)C)NC2=NNC(=C2)C)C)C=CC1)F (2R,4R)-1-(3-chloro-2-fluorobenzyl)-4-((3-fluoro-4,5-dimethyl-6-((5-methyl-1H-pyrazol-3-yl)amino)pyridin-2-yl)methyl)-2-methyl-piperidine-4-carboxylic acid